8-(1-(2,2-difluoroethyl)-1H-pyrazolo[3,4-b]pyrazin-6-yl)-2-(6-(trifluoromethyl)pyridin-3-yl)-2,8-diazaspiro[4.5]decan-1-one FC(CN1N=CC=2C1=NC(=CN2)N2CCC1(CCN(C1=O)C=1C=NC(=CC1)C(F)(F)F)CC2)F